C(CCCCCC)(=O)NCC(=O)O[C@@H]1[C@@](O[C@H](C1)N1C2=NC(=NC(=C2N=C1)N)F)(C#C)CO[Si](C1=CC=CC=C1)(C1=CC=CC=C1)C(C)(C)C (2R,3S,5R)-5-(6-amino-2-fluoro-9H-purin-9-yl)-2-(((tert-butyldiphenylsilyl)oxy)methyl)-2-ethynyltetrahydrofuran-3-yl heptanoylglycinate